FC=1C=C(C=C(C1)F)[C@@H]1CC[C@H]2OC3(C(N21)=O)CCN(CC3)C(=O)C=3C(=NC=CC3)OCC (5'S,7a'R)-5'-(3,5-difluorophenyl)-1-(2-ethoxypyridine-3-carbonyl)tetrahydro-3'H-spiro[piperidine-4,2'-pyrrolo[2,1-b][1,3]oxazol]-3'-one